3-chloro-7-(diethylamino)quinoline-3-carbaldehyde ClC1(CN=C2C=C(C=CC2=C1)N(CC)CC)C=O